tert-butyl (1R-5S,6r)-6-((5-bromothiazolo[5,4-b]pyridin-2-yl)carbamoyl)-3-azabicyclo[3.1.0]hexane-3-carboxylate BrC1=CC=C2C(=N1)SC(=N2)NC(=O)C2[C@H]1CN(C[C@@H]21)C(=O)OC(C)(C)C